N-(3-chlorophenyl)-4-((1-((4-chlorophenyl)amino)-1-oxopropan-2-yl)oxy)benzamide ClC=1C=C(C=CC1)NC(C1=CC=C(C=C1)OC(C(=O)NC1=CC=C(C=C1)Cl)C)=O